ClC1=NC(=NC2=C1N(C=1C=C(C=C(C21)F)F)CC2=CC=C(CP(O)(O)=O)C=C2)C(C)C (4-((4-chloro-7,9-difluoro-2-isopropyl-5H-pyrimido[5,4-b]indol-5-yl)methyl)benzyl)phosphonic acid